CC=1OC(CN(C1)NC(C)C1=CC(=CC=C1)C(F)(F)F)C 2,6-dimethyl-4-((1-(3-(trifluoromethyl)phenyl)ethyl)amino)-6H-[1,4]oxazin